2-(((2R,3R,4S,5R)-3,4,5,6-tetra(benzyloxy)tetrahydro-2H-pyran-2-yl)methoxy)acetic acid C(C1=CC=CC=C1)O[C@@H]1[C@H](OC([C@@H]([C@H]1OCC1=CC=CC=C1)OCC1=CC=CC=C1)OCC1=CC=CC=C1)COCC(=O)O